COC(=O)C=1CN(CCC1)C n-methyl-1,2,5,6-tetrahydropyridine-3-carboxylic acid methyl ester